(S)-3-(3-(4-(1H-pyrrolo[2,3-b]pyridin-3-yl)-1H-imidazol-1-yl)phenyl)-3-hydroxy-1-methylpyrrolidin-2-one N1C=C(C=2C1=NC=CC2)C=2N=CN(C2)C=2C=C(C=CC2)[C@@]2(C(N(CC2)C)=O)O